ClC=1C=C2CCC(C2=CC1)C(C)N1N=CC(=C1)NC(=O)C1=NOC(=C1)C=1OC=CC1 N-(1-(1-(5-chloro-2,3-dihydro-1H-inden-1-yl)ethyl)-1H-pyrazol-4-yl)-5-(furan-2-yl)isoxazole-3-carboxamide